pentaphenyl-silole-acrylamide sodium Sodium salt [Na+].[Na+].C1(=CC=CC=C1)C(C(=O)[NH-])=C[SiH]1C(=C(C(=C1C1=CC=CC=C1)C1=CC=CC=C1)C1=CC=CC=C1)C1=CC=CC=C1.C1(=CC=CC=C1)C(C(=O)[NH-])=C[SiH]1C(=C(C(=C1C1=CC=CC=C1)C1=CC=CC=C1)C1=CC=CC=C1)C1=CC=CC=C1